FC=1C=C(C=C(C1F)OC)N1CCC=2C=C(N=CC2C1)C(=O)NS(=O)(=O)C 7-(3,4-difluoro-5-methoxyphenyl)-N-(methylsulfonyl)-5,6,7,8-tetrahydro-2,7-naphthyridine-3-carboxamide